n-hexylglycol CCCCCCOCCO